1-sulfanyl-3,6,9,12-tetraoxapentadecane SCCOCCOCCOCCOCCC